N1=CC=C(C=C1)CCNC(C(C1=C(C=C(C(=C1)C)C)C)NCCC=1C=NC=CC1)=O N-(2-pyridine-4-ylethyl)-2-[(2-pyridine-3-ylethyl)amino]-2-(2,4,5-trimethylphenyl)acetamid